(2R)-4,4-Difluoro-N-{4-[5-fluoro-7-methoxy-3-(pyridin-2-yl)-1H-pyrrolo[3,2-b]pyridin-2-yl]pyridin-2-yl}-2-(4-fluorophenyl)butanamid FC(C[C@@H](C(=O)NC1=NC=CC(=C1)C1=C(C2=NC(=CC(=C2N1)OC)F)C1=NC=CC=C1)C1=CC=C(C=C1)F)F